(S)-N-(7-(benzo[D][1,3]dioxol-5-yl)benzo[D]thiazol-2-yl)-1-cyanopyrrolidine-3-carboxamide O1COC2=C1C=CC(=C2)C2=CC=CC=1N=C(SC12)NC(=O)[C@@H]1CN(CC1)C#N